C(C)(C)(C)OC(=O)N[C@H](C(=O)O)CCCC#N (S)-2-[(tert-butoxycarbonyl)amino]-5-cyanopentanic acid